NC1=NC(=C2N=CNC2=N1)OCC1=CC=C(CNC(CSCCC[Si]2(C3=C(C=CC(=C3)N(C)C)C3(OC(C4=CC=CC=C34)=O)C3=C2C=C(C=C3)N(C)C)C)=O)C=C1 N-(4-(((2-Amino-9H-purin-6-yl)oxy)methyl)benzyl)-2-((3-((5s,10s)-3,7-bis(dimethylamino)-5-methyl-3'-oxo-3'H,5H-spiro[dibenzo[b,e]siline-10,1'-isobenzofuran]-5-yl)propyl)thio)acetamide